C1(CC1)OCC12CNCC(CC1)N2C(=O)OC(C)(C)C tert-butyl 1-(cyclopropoxymethyl)-3,8-diazabicyclo[3.2.1]octane-8-carboxylate